Methyl 2-((2S)-2-((tert-butoxycarbonyl) amino)-4-((2,6-dioxopiperidin-3-yl) amino)-4-oxobutanamido)-benzoate C(C)(C)(C)OC(=O)N[C@H](C(=O)NC1=C(C(=O)OC)C=CC=C1)CC(=O)NC1C(NC(CC1)=O)=O